tributylammonium [hydroxy(oxido)phosphoryl]hydrogenphosphate OP(=O)([O-])OP(=O)([O-])[O-].C(CCC)[NH+](CCCC)CCCC.C(CCC)[NH+](CCCC)CCCC.C(CCC)[NH+](CCCC)CCCC